(pyrido[3,2-d]pyrimidin-4-yl)piperidin N1=CN=C(C2=C1C=CC=N2)N2CCCCC2